CN1C=C(C2=CC(=CC=C12)C)C1=NC(=NC=C1)Cl 1,5-dimethyl-3-(2-chloro-4-pyrimidinyl)indole